1-hydroxy[1,1'-biphenyl]-3,4-dinitrile OC1(CC(=C(C=C1)C#N)C#N)C1=CC=CC=C1